tert-butyl 2-(4-chloro-1-isopropyl-1H-pyrazol-5-yl)-4-(4-(1-ethyl-4-(trifluoromethyl)-1H-imidazol-2-yl)benzyl)-6,7-dihydropyrazolo[1,5-a]pyrazine-5(4H)-carboxylate ClC=1C=NN(C1C1=NN2C(C(N(CC2)C(=O)OC(C)(C)C)CC2=CC=C(C=C2)C=2N(C=C(N2)C(F)(F)F)CC)=C1)C(C)C